N-(4-(4-amino-2-butyl-1H-imidazo[4,5-c]quinolin-1-yl)butyl)-4-(dimethylamino)benzamide NC1=NC=2C=CC=CC2C2=C1N=C(N2CCCCNC(C2=CC=C(C=C2)N(C)C)=O)CCCC